tert-butyl (3S)-3-[(1R)-2-[[2-(cyclobutylamino)-5-fluoro-pyridine-4-carbonyl]-amino]-1-hydroxy-ethyl]-7-[(4-methyloxazol-5-yl)methoxy]-3,4-dihydro-1H-isoquinoline-2-carboxylate C1(CCC1)NC1=NC=C(C(=C1)C(=O)NC[C@@H](O)[C@H]1N(CC2=CC(=CC=C2C1)OCC1=C(N=CO1)C)C(=O)OC(C)(C)C)F